O[C@H](CN(C(C#CC1=CC(=C(C=C1)C1=CC=CC=C1)C=O)=O)C1=CC=CC=C1)CO N-[(2R)-2,3-dihydroxypropyl]-3-(2-formyl-[1,1'-biphenyl]-4-yl)-N-phenylpropa-2-yn-amide